[Na].[Na].C(CCCCCCCCCCC)(=O)N[C@@H](CCC(=O)O)C(=O)O.[Na].[Na] disodium lauroyl-glutamic acid disodium